1-(5'-Chloro-2'-fluoro-[1,1'-biphenyl]-4-yl)-4-phenyl-1H-1,1,3-triazol ClC=1C=CC(=C(C1)C1=CC=C(C=C1)N1C=NC(=C1)C1=CC=CC=C1)F